2-(3-methoxyphenyl)-7-(4-methylpiperazin-1-yl)-4H-pyrido[1,2-a]pyrimidin-4-one COC=1C=C(C=CC1)C=1N=C2N(C(C1)=O)C=C(C=C2)N2CCN(CC2)C